C1(CC1)CNCC1=C(C=C(C=C1)OC)OC N-(cyclopropylmethyl)-1-(2,4-dimethoxyphenyl)methylamine